(S)-7-(4,4-difluoro-5-(pyrrolidin-3-yl)pentyl)-1,2,3,4-tetrahydro-1,8-naphthyridine FC(CCCC1=CC=C2CCCNC2=N1)(C[C@H]1CNCC1)F